tert-Butyl-(3-(2-((4-(3-(pyridin-4-yl)phenyl)thiazol-2-yl)carbamoyl)azetidine-1-carbonyl)phenyl)carbamate C(C)(C)(C)OC(NC1=CC(=CC=C1)C(=O)N1C(CC1)C(NC=1SC=C(N1)C1=CC(=CC=C1)C1=CC=NC=C1)=O)=O